ClC=1N=CC2=C(N1)C(=NN2C2OCCCC2)C 5-Chloro-3-methyl-1-(tetrahydro-2H-pyran-2-yl)-1H-pyrazolo[4,3-d]pyrimidine